[Si](C)(C)(C(C)(C)C)O[C@H]1[C@@H](O[C@@H]([C@H]1O[Si](C)(C)C(C)(C)C)CO[Si](C)(C)C(C)(C)C)N1N=CC(=NC1=O)NC(C(CCC)CCC)=O N-(2-((2R,3R,4R,5R)-3,4-BIS((TERT-BUTYL-DIMETHYLSILYL)OXY)-5-(((TERT-BUTYLDIMETHYLSILYL)OXY)-METHYL)TETRAHYDROFURAN-2-YL)-3-OXO-2,3-DIHYDRO-1,2,4-TRIAZIN-5-YL)-2-PROPYLPENTANAMIDE